methyl benzyl-D-prolinate C(C1=CC=CC=C1)N1[C@H](CCC1)C(=O)OC